(S)-3-((4-(6-fluoro-7-(methylthio)-1-((2-(trimethylsilyl)ethoxy)methyl)-1H-Indol-3-yl)-5-(trifluoromethyl)pyrimidin-2-yl)amino)piperidine-1-carboxylate FC1=CC=C2C(=CN(C2=C1SC)COCC[Si](C)(C)C)C1=NC(=NC=C1C(F)(F)F)N[C@@H]1CN(CCC1)C(=O)[O-]